FC1=CC=C(C(=O)NC=2C=C(C=O)C=CC2)C=C1 3-(p-fluorobenzamido)benzaldehyde